1-(5-(difluoromethoxy)-4-nitro-2-vinylphenyl)piperidine FC(OC=1C(=CC(=C(C1)N1CCCCC1)C=C)[N+](=O)[O-])F